C(CCC)NC(C(C)OC1=CC(=CC=C1)C=O)=O N-BUTYL-2-(3-FORMYLPHENOXY)PROPANAMIDE